tert-Butyl (2R,4R)-4-((tert-butyldiphenylsilyl)oxy)-2-((2,4-dichloro-5-hydroxy-6-(methoxycarbonyl)-3-methylphenoxy)methyl)pyrrolidin-1-carboxylate [Si](C1=CC=CC=C1)(C1=CC=CC=C1)(C(C)(C)C)O[C@@H]1C[C@@H](N(C1)C(=O)OC(C)(C)C)COC1=C(C(=C(C(=C1C(=O)OC)O)Cl)C)Cl